C1N(CC12CCN(CC2)C(=O)OC[C@@]2(N1CCC(C2=O)CC1)COC)C(=O)OC[C@@]1(N2CCC(C1=O)CC2)COC bis(((1S,2S,4S)-2-(methoxymethyl)-3-oxoquinuclidin-2-yl)methyl) 2,7-diazaspiro[3.5]nonane-2,7-dicarboxylate